NC1=CC(=C(C=C1[N+](=O)[O-])P(C)(C)=O)F (4-Amino-2-fluoro-5-nitrophenyl)dimethylphosphine oxide